7-benzyloxy-N-[[4-[1-(2,6-dioxo-3-piperidyl)-3-methyl-2-oxo-benzimidazol-5-yl]cyclohex-3-en-1-yl]methyl]-5-fluoro-6-(1,1,4-trioxo-1,2,5-thiadiazolidin-2-yl)naphthalene-2-carboxamide C(C1=CC=CC=C1)OC1=C(C(=C2C=CC(=CC2=C1)C(=O)NCC1CC=C(CC1)C1=CC2=C(N(C(N2C)=O)C2C(NC(CC2)=O)=O)C=C1)F)N1S(NC(C1)=O)(=O)=O